ClC1=NC=CC(=C1Cl)N 2,3-dichloro-4-pyridineamine